2-CARBAMOYLTHIAZOL-5-YLBORONIC ACID C(N)(=O)C=1SC(=CN1)B(O)O